N-(3-chloro-5-(methylsulfonamido)phenyl)-1-(5-fluoro-3-((3-fluoro-5-(methylsulfonyl)benzyl)oxy)pyridin-2-yl)-5-methyl-1H-pyrrole-3-carboxamide ClC=1C=C(C=C(C1)NS(=O)(=O)C)NC(=O)C1=CN(C(=C1)C)C1=NC=C(C=C1OCC1=CC(=CC(=C1)S(=O)(=O)C)F)F